C1(CCCCC1)C[C@@H](C(=O)N[C@H](C(O)P(=O)(OCC)OCC)C[C@H]1C(NCC1)=O)NC(OCC1=C(C=CC=C1)Cl)=O 2-Chlorobenzyl ((2S)-3-cyclohexyl-1-(((2S)-1-(diethoxyphosphoryl)-1-hydroxy-3-((S)-2-oxopyrrolidin-3-yl)propan-2-yl)amino)-1-oxopropan-2-yl)carbamate